N-(3-(6,6-dimethyl-7-oxo-7,8-dihydro-6H-pyrimido[5,4-b][1,4]oxazin-4-yl)benzyl)sulfamide hydrochloride Cl.CC1(C(NC2=C(O1)C(=NC=N2)C=2C=C(CNS(=O)(=O)N)C=CC2)=O)C